1-Pyridin-3-ylmethyl-1H-indazole-6-carboxylic acid methyl ester COC(=O)C1=CC=C2C=NN(C2=C1)CC=1C=NC=CC1